(2R,4R)-tert-butyl 4-((((9H-fluoren-9-yl)methoxy)carbonyl)amino)-2-carbamothioylpyrrolidine-1-carboxylate C1=CC=CC=2C3=CC=CC=C3C(C12)COC(=O)N[C@@H]1C[C@@H](N(C1)C(=O)OC(C)(C)C)C(N)=S